1,10-(1,2-phenylene)pyrene C1=CC=C2C(=C1)C3=C4C2=CC5=CC=CC6=C5C4=C(C=C6)C=C3